beta-hydroxybutyric acid, beta-hydroxybutyrate salt OC(CC(=O)O)C.OC(CC(=O)O)C